CC1OC(CN(C1)C1=CC(=C(C=C1)NC1=CC=2OCC(N(C2N=C1)C)=O)C)C 7-((4-(2,6-dimethylmorpholino)-2-methylphenyl)amino)-4-methyl-2H-pyrido[3,2-b][1,4]oxazin-3(4H)-one